F[C@H](OC1=CC=CC=C1)C (S)-alpha-fluorophenetol